C(C=C)(=O)OCCC[Si](OC)(OC)C γ-acryloyloxypropylmethyldimethoxysilane